1-isothiocyanato-3,5-bis(trifluoromethyl)benzene N(=C=S)C1=CC(=CC(=C1)C(F)(F)F)C(F)(F)F